3-(2-(2-((1s,2s,5r)-1-hydroxy-2-isopropyl-5-methylcyclohexane-1-carboxamido)ethyl)phenoxy)propionic acid O[C@@]1([C@@H](CC[C@H](C1)C)C(C)C)C(=O)NCCC1=C(OCCC(=O)O)C=CC=C1